CC1CC2=C(C3=C(C4=C(S3)C=CC=C4)S2)C1C 2,3-dimethyl-2,3-dihydro-1H-benzo[b]Cyclopenta[4,5]Thieno[2,3-d]Thiophene